2,3,4,6-tetraacetyl-1-thio-beta-D-glucopyranose C(C)(=O)[C@@]1([C@H](S)O[C@@H]([C@]([C@@]1(O)C(C)=O)(O)C(C)=O)C(O)C(C)=O)O